3-(2-(2,6-dioxopiperidin-3-yl)-1-oxoisoindolin-5-yl)prop-2-yne O=C1NC(CCC1N1C(C2=CC=C(C=C2C1)C#CC)=O)=O